prostenol CCCCCCCC[C@H]1CCC[C@@H]1CCCCCC=CO